(S)-N'-((2-(1-fluorocyclopropyl)-3-methyl-6,7-dihydro-5H-cyclopenta[b]pyridin-4-yl)carbamoyl)-4-(2-hydroxypropan-2-yl)thiophene-2-sulfonimidamide FC1(CC1)C1=C(C(=C2C(=N1)CCC2)NC(=O)N=[S@@](=O)(N)C=2SC=C(C2)C(C)(C)O)C